ethyl 6-(4-(1-(3-(tert-butoxycarbonyl)cyclobutyl)-1H-pyrazol-4-yl)cyclohexyl)-4-(2-chloro-3,4-difluorophenyl)-2-(thiazol-2-yl)-1,4-dihydropyrimidine-5-carboxylate C(C)(C)(C)OC(=O)C1CC(C1)N1N=CC(=C1)C1CCC(CC1)C1=C(C(N=C(N1)C=1SC=CN1)C1=C(C(=C(C=C1)F)F)Cl)C(=O)OCC